C(C)(C)(C)OC(=O)NC(CC(=O)O)CC(=O)N(C[C@@H]([C@H]([C@@H]([C@@H](CO)O)O)O)O)C 3-((tert-butyloxycarbonyl)amino)-5-(methyl((2S,3R,4R,5R)-2,3,4,5,6-pentahydroxyhexyl)amino)-5-oxopentanoic acid